1-tetradecyl-1H-pyrrole C(CCCCCCCCCCCCC)N1C=CC=C1